C(C1=CC=CC=C1)N1CCC(CC1)NC=1C2=C(N=CN1)C=C(S2)C2=CC=CC=C2 N-(1-benzylpiperidin-4-yl)-6-phenylthieno[3,2-d]pyrimidin-4-amine